C(C)OC=1C=C(C=CC1C=1NC(C2=C(N1)NN=N2)=O)C2=CC(=C(C=C2)F)O[C@@H](C(=O)O)C (R)-2-((3'-ethoxy-4-fluoro-4'-(7-oxo-6,7-dihydro-3H-[1,2,3]triazolo[4,5-d]pyrimidin-5-yl)-[1,1'-biphenyl]-3-yl)oxy)propanoic acid